FC1=C(C=CC=C1)C=1NC2=CC=C(C=C2C1C)CC1=C(C(=O)N)C(=CC=N1)C ((2-(2-fluorophenyl)-3-methyl-1H-indol-5-yl)methyl)-4-methylnicotinamide